3-((6-(bis(4-methoxybenzyl)amino)-4-methyl-3-(trifluoromethyl)pyridin-2-yl)thio)propanenitrile COC1=CC=C(CN(C2=CC(=C(C(=N2)SCCC#N)C(F)(F)F)C)CC2=CC=C(C=C2)OC)C=C1